C(C)OC1=C(C=CC(=C1)CC)OC(C)=O acetic acid 2-ethoxy-4-ethylphenyl ester